t-Butyl (3S)-3-[4-[4-[(3-chloro-2-pyridyl)sulfanyl]-3-cyano-pyrazolo[1,5-a]pyridin-6-yl]pyrazol-1-yl]piperidine-1-carboxylate ClC=1C(=NC=CC1)SC=1C=2N(C=C(C1)C=1C=NN(C1)[C@@H]1CN(CCC1)C(=O)OC(C)(C)C)N=CC2C#N